CC(CC)O 1,2-dimethylethanol